BrC=1C=C2C=CN(C(C2=CC1F)=O)CC(CC1N(C(OC1)(C)C)C(=O)OC(C)(C)C)F Tert-butyl 4-[3-(6-bromo-7-fluoro-1-oxo-2-isoquinolyl)-2-fluoro-propyl]-2,2-dimethyl-oxazolidine-3-carboxylate